CN1C(C(=CC2=C(C=CC=C12)N1C2=C(N(CC1)C)C=C(N=C2)C=2C=CC(=NC2)C(=O)NCC#CC=2OC1=C(C2)C(=CC=C1)C1C(NC(CC1)=O)=O)C)=O 5-(4-(1,3-dimethyl-2-oxo-1,2-dihydroquinolin-5-yl)-1-methyl-1,2,3,4-tetrahydropyrido[3,4-b]pyrazin-7-yl)-N-(3-(4-(2,6-dioxo-piperidin-3-yl)benzofuran-2-yl)prop-2-yn-1-yl)picolinamide